C(CCCCCCCCCCC)NC(=O)C1=CC=C2C=CC=NC2=C1O N-dodecyl-8-hydroxyquinoline-7-carboxamide